C(=O)C1=C(C(=O)N2CCCC23CCN(CC3)C(=O)OC(C)(C)C)C=CC(=C1)C(F)(F)F tert-butyl 1-(2-formyl-4-(trifluoromethyl)benzoyl)-1,8-diazaspiro[4.5]decane-8-carboxylate